6-(3-(azetidin-1-yl)-5-fluorophenyl)-2-(3-fluoropyridin-2-yl)-5,7-dimethyl-2,6-dihydro-1H-pyrrolo[3,4-d]pyridazin-1-one N1(CCC1)C=1C=C(C=C(C1)F)N1C(=C2C(N(N=CC2=C1C)C1=NC=CC=C1F)=O)C